CC1=CC=C(C=C1)S(=O)(=O)[O-] p-toluenesulphonate